2-chloro-N-(((1r,5s,6s)-3-(5-(3-cyano-6-(1-methyl-1H-pyrazol-4-yl)pyrazolo[1,5-a]pyridin-4-yl)pyridin-2-yl)-3-azabicyclo[3.1.0]hexane-6-yl)methyl)-6-methylbenzamide ClC1=C(C(=O)NCC2[C@@H]3CN(C[C@H]23)C2=NC=C(C=C2)C=2C=3N(C=C(C2)C=2C=NN(C2)C)N=CC3C#N)C(=CC=C1)C